2-methyl-5-((octahydropentalen-2-yl)oxy)benzofuran-3-carboxylic acid CC=1OC2=C(C1C(=O)O)C=C(C=C2)OC2CC1CCCC1C2